[NH+]1(CCCC1)[O-] pyrrolidine 1-oxide